COC(C)(C1=CC=CC=C1)OC acetoPhenone dimethylketal